2,4,5-trimethylbenzoyl-diphenylphosphine oxide CC1=C(C(=O)P(C2=CC=CC=C2)(C2=CC=CC=C2)=O)C=C(C(=C1)C)C